NC1=NN(C2=CC(=CC(=C12)C1=CC=C(C=C1)NC(=O)C=1C(N(C=CC1OCC)C1=NC=C(C=C1)F)=O)[C@@H]1CCN2C(CC[C@@H]2C1)=O)C N-(4-(3-amino-1-methyl-6-((7R,8aR)-3-oxooctahydroindolizin-7-yl)-1H-indazol-4-yl)phenyl)-4-ethoxy-5'-fluoro-2-oxo-2H-[1,2'-bipyridine]-3-carboxamide